(1H-indol-3-yl)-5-(pyrrolidin-1-yl)isoindoline-2-carboxamide N1C=C(C2=CC=CC=C12)C1N(CC2=CC(=CC=C12)N1CCCC1)C(=O)N